COC1=NC(=NC=C1C(=O)OC)SC methyl 4-methoxy-2-(methylthio)pyrimidine-5-carboxylate